O1C=NC(=C1)CCC(=O)O 3-(1,3-oxazol-4-yl)propionic acid